N-(2,4-dichloropyrimidin-5-yl)benzamide ClC1=NC=C(C(=N1)Cl)NC(C1=CC=CC=C1)=O